C1(CC1)[C@@]1(C(N([C@@H](C1)CC)C=1C=2N(N=CC1)C=C(C2)C=2C=NN(C2)C)=O)C#N (3R,5R)-3-cyclopropyl-5-ethyl-1-[6-(1-methylpyrazol-4-yl)pyrrolo[1,2-b]pyridazin-4-yl]-2-oxopyrrolidine-3-carbonitrile